methyl 2α-fluoro-3α-benzoyloxy-7-oxo-5β-cholanoate F[C@H]1[C@H](C[C@H]2CC([C@H]3[C@@H]4CC[C@H]([C@@H](CCC(=O)OC)C)[C@]4(CC[C@@H]3[C@]2(C1)C)C)=O)OC(C1=CC=CC=C1)=O